OB1OCC2=C1C(=CC(=C2)NC2=NC=C(C(=N2)N[C@H]2[C@@H](CCC2)C#N)C)C (trans)-2-((2-((1-hydroxy-7-methyl-1,3-dihydrobenzo[c][1,2]oxaborol-5-yl)amino)-5-methylpyrimidin-4-yl)amino)cyclopentane-1-carbonitrile